(R)-4-(trifluoromethyl)-6-(1-(3-(4-(5-(trifluoromethyl)pyrimidin-2-yl)piperazine-1-carbonyl)azetidin-1-yl)ethyl)pyridazin-3(2H)-one FC(C=1C(NN=C(C1)[C@@H](C)N1CC(C1)C(=O)N1CCN(CC1)C1=NC=C(C=N1)C(F)(F)F)=O)(F)F